CC1=CC=C(C=C1)N(C1=CC=C(C=C1)C1(CCCCC1)C1=CC=C(C=C1)N(C1=CC=C(C=C1)C)C1=CC=C(C=C1)C)C1=CC=C(C=C1)C 1,1-bis(4-bis(4-methylphenyl)aminophenyl)cyclohexane